C1N(CCC2=CC=CC=C12)CC=1OC=C(C(C1)=O)OCC1=CC=C(C=C1)C(F)(F)F 2-[(3,4-dihydro-2(1H)-isoquinolinyl)methyl]-5-[[4-(trifluoromethyl)phenyl]methoxy]-4H-pyran-4-one